ClC=1C(=C2C(=C(N=C3N4C5CN(C(C4COC(N1)=C23)CC5)C(=O)OC(C)(C)C)C)C)F tert-butyl 9-chloro-8-fluoro-5,6-dimethyl-12-oxa-2,4,10,16-tetrazapentacyclo[13.2.2.13,7.02,14.011,20]icosa-3,5,7,9,11(20)-pentaene-16-carboxylate